5-bromo-3,4-dihydro-2H-pyran BrC=1CCCOC1